(1s,3r)-N1-(6-methyl-2-(trifluoromethyl)quinolin-4-yl)cyclohexane-1,3-diamine hydrochloride Cl.CC=1C=C2C(=CC(=NC2=CC1)C(F)(F)F)N[C@@H]1C[C@@H](CCC1)N